(1S,2S)-N-[7-chloro-6-(4-cyano-4-fluoro-1-piperidinyl)-3-isoquinolinyl]-2-(1-methylpyrazol-4-yl)cyclopropanecarboxamide ClC1=C(C=C2C=C(N=CC2=C1)NC(=O)[C@@H]1[C@H](C1)C=1C=NN(C1)C)N1CCC(CC1)(F)C#N